tertbutyl 2-[7-[2-cyano-6-fluoro-3-[[(3s)-3-methoxypyrrolidin-1-yl]sulfonylamino]phenoxy]quinoxalin-2-yl]-7-azaspiro[3.5]nonane-7-carboxylate C(#N)C1=C(OC2=CC=C3N=CC(=NC3=C2)C2CC3(C2)CCN(CC3)C(=O)OC(C)(C)C)C(=CC=C1NS(=O)(=O)N1C[C@H](CC1)OC)F